COC1=NC=CC(=N1)N1CC2C(C1)CN(C2)C2=NN(C(C2)C2=CC=CC=C2)C(=O)N2N=C(CC2C2=CC=CC=C2)N2CC1CN(CC1C2)C2=NC(=NC=C2)OC (5-(2-methoxypyrimidin-4-yl)hexahydropyrrolo[3,4-c]pyrrol-2(1H)-yl)(5-phenyl-4,5-dihydro-1H-pyrazol-1-yl) ketone